[N+](=O)([O-])C1=C(C=CC=C1)C=1NC(NCC1)=O 4-[2-nitrophenyl]-1,2,3,6-tetrahydropyrimidine-2-one